5-(4-methoxybenzo[d]isoxazol-6-yl)-7-(1-methyl-1H-pyrazol-3-yl)pyrrolo[2,1-f][1,2,4]triazin-4-amine COC1=CC(=CC2=C1C=NO2)C=2C=C(N1N=CN=C(C12)N)C1=NN(C=C1)C